C(C)(C)(C)OC(=O)N[C@H]1C[C@@H](CC1)OC1=CC=C(C=C1C1=C(C(=CC=C1)F)C1CCC1)C(C(=O)O)(C)C 2-[6-({(1R,3R)-3-[(tert-butoxycarbonyl)amino]cyclopentyl}oxy)-2'-cyclobutyl-3'-fluoro[1,1'-biphenyl]-3-yl]-2-methylpropanoic acid